1-(4-(difluoromethoxy)phenyl)-7-ethoxy-3-(4-(2-(methylamino)ethoxy)phenyl)-1,8-naphthyridin-2(1H)-one FC(OC1=CC=C(C=C1)N1C(C(=CC2=CC=C(N=C12)OCC)C1=CC=C(C=C1)OCCNC)=O)F